ethyl 4-hydroxy-3-oxobutyrate OCC(CC(=O)OCC)=O